tributyl-(phenyl)stannane C(CCC)[Sn](C1=CC=CC=C1)(CCCC)CCCC